1-allyl-2-thiourea C(C=C)NC(=S)N